tert-Butyl 11,11-difluoro-8-[(2,2,2-trifluoroacetamido)methyl]-1,3,4,7,8,9,10,11-octahydro-2H-pyrido[4',3':3,4]pyrazolo[1,5-a]azepine-2-carboxylate FC1(C=2N(CC(CC1)CNC(C(F)(F)F)=O)N=C1C2CN(CC1)C(=O)OC(C)(C)C)F